8-(5-chloro-2-(isopropylamino)pyridin-4-yl)-2-(5-fluoro-2-(hydroxymethyl)benzyl)-4-methoxy-2,3,4,5-tetrahydro-1h-pyrrolo[1,2-a][1,4]diazepine-1-one ClC=1C(=CC(=NC1)NC(C)C)C=1C=C2N(CC(CN(C2=O)CC2=C(C=CC(=C2)F)CO)OC)C1